CC=1C=C(NC2=CC=CC=C2)C=CC1N=O 3-methyl-4-nitroso-N-phenylaniline